CC12NNC(C(N1C)=O)N(C2=O)C 4,5,7-trimethyl-2,3-diaza-5,7-diazabicyclo[2.2.2]octane-6,8-dione